2-(7-bromo-1,5-naphthyridin-2-yl)-1-(6-(trifluoromethyl)pyridin-2-yl)ethan-1-one BrC1=CN=C2C=CC(=NC2=C1)CC(=O)C1=NC(=CC=C1)C(F)(F)F